C(C)(C)C=1C(=NNC1C=1C=C(C=2N(C1)N=CN2)C)C(=O)NC2CCC(CC2)NCC(C)(C)C 4-isopropyl-5-(8-methyl-[1,2,4]triazolo[1,5-a]pyridin-6-yl)-N-(4-(neopentylamino)cyclohexyl)-1H-pyrazole-3-carboxamide